N-[2-[4-(hydroxymethyl)cyclohexyl]-6-[(1S,4S)-2-oxa-5-azabicyclo[2.2.1]heptan-5-yl]indazol-5-yl]-6-(trifluoromethyl)pyridine-2-carboxamide OCC1CCC(CC1)N1N=C2C=C(C(=CC2=C1)NC(=O)C1=NC(=CC=C1)C(F)(F)F)N1[C@@H]2CO[C@H](C1)C2